COC([C@H](CO)C1=CC=CC=C1)=O.OCC1CC(N(C1)CC1=CC=C(C=C1)OC)=O 4-(hydroxymethyl)-1-(4-methoxybenzyl)pyrrolidin-2-one (S)-Methyl-tropate